NC=1N=C(C2=C(N1)C(N(C2=O)C)CC2=C(C=C(C=C2)F)F)C=2OC(=CC2)C 2-amino-7-((2,4-difluorophenyl)methyl)-4-(5-methylfuran-2-yl)-6-methyl-5H,6H,7H-pyrrolo[3,4-d]pyrimidin-5-one